CC1(CC1)OC=1C=C2C(=NNC2=CC1)C1=CC(=NC=N1)N1C[C@@H](OCC1)CCN1CCNCC1 (2S)-4-[6-[5-(1-methylcyclopropoxy)-1H-indazol-3-yl]pyrimidin-4-yl]-2-(2-piperazin-1-ylethyl)morpholine